N1C(C=C2N1C=CN=C2)C(=O)N dihydropyrazolo[1,5-a]pyrazine-2-carboxamide